CC1=NC(=CC=C1C1=C(C(=C(C(=C1N1C2=CC=CC=C2C=2C=C(C=CC12)C)C=1C=NC=CC1)N1C2=CC=CC=C2C=2C=C(C=CC12)C)N1C2=CC=CC=C2C=2C=C(C=CC12)C)N1C2=CC=CC=C2C=2C=C(C=CC12)C)C 9,9',9'',9'''-(4-(2,6-dimethylpyridin-3-yl)-6-(pyridin-3-yl)benzene-1,2,3,5-tetrayl)tetrakis(3-methyl-9H-carbazole)